FC1=CC=C(C(=N1)C(=O)O)N1CCN(CC1)C 6-fluoro-3-(4-methylpiperazin-1-yl)picolinic acid